(3R,4S)-3-cyclopropyl-1-[6-(3-fluoropyridin-2-yl)pyrazolo[1,5-a]pyrazin-4-yl]-4-methyl-2-oxopyrrolidine-3-carbonitrile C1(CC1)[C@]1(C(N(C[C@H]1C)C=1C=2N(C=C(N1)C1=NC=CC=C1F)N=CC2)=O)C#N